N-[2-[4-(hydroxymethyl)cyclohexyl]pyrazolo[1,5-a]pyridin-5-yl]-6-(trifluoromethyl)pyridine-2-carboxamide OCC1CCC(CC1)C1=NN2C(C=C(C=C2)NC(=O)C2=NC(=CC=C2)C(F)(F)F)=C1